sodium N-lauroyl-sarcosine salt C(CCCCCCCCCCC)(=O)N(C)CC(=O)[O-].[Na+]